C(#N)C=1C=C(SC1)CNC(OC(C)(C)C)=O tert-butyl ((4-cyanothiophen-2-yl)methyl)carbamate